CC1=C(C(=C(C=C1)C(C(=O)OCC(COC(C(=O)C1=C(C(=C(C=C1)C)C)C)=O)(C)CC)=O)C)C 2-ethyl-2-methyl-1,3-propanediol ditrimethylphenylglyoxylate